O[C@H]1[C@H](O)[C@@H](O)[C@H](O)[C@H](O1)C(=O)O beta-glucuronic acid